Ethyl 1-(((7-(benzyloxy)-4-bromo-2,3-dihydrobenzofuran-5-yl)methyl)(isopropyl)amino)-4-oxo-1,4-dihydropyridine-3-carboxylate C(C1=CC=CC=C1)OC1=CC(=C(C=2CCOC21)Br)CN(N2C=C(C(C=C2)=O)C(=O)OCC)C(C)C